CC1=CC=C(C(=O)CC(C2=CC=C(C=C2)C)=O)C=C1 bis(4-methyl-benzoyl)methane